genistein N-methylglucamine salt CNC[C@H](O)[C@@H](O)[C@H](O)[C@H](O)CO.O1C=C(C(=O)C=2C(O)=CC(O)=CC12)C1=CC=C(O)C=C1